NC=1C2=C(N=CN1)C(=CN2C2=CC=C(CNC(C1=C(C=CC(=C1)F)OC)=O)C=C2)C2CCC(CC2)O N-(4-(4-amino-7-(4-hydroxycyclohexyl)-5H-pyrrolo[3,2-d]pyrimidin-5-yl)benzyl)-5-fluoro-2-methoxybenzamide